COC1=CC=C(C=C1)CCC(C)OS(=O)(=O)C1=C(C=CC=C1)C 2-methyl-benzenesulfonic acid-4-(4-methoxyphenyl)-butane-2-yl ester